BrC1=C(C=CC(=C1)Cl)N1N=C(C=C1)C#N 1-(2-bromo-4-chlorophenyl)-1H-pyrazole-3-carbonitrile